tert-Butyl 3-methyl-3-(4-((2,3,4-trifluorophenyl)amino)quinazolin-6-yl)azetidine-1-carboxylate CC1(CN(C1)C(=O)OC(C)(C)C)C=1C=C2C(=NC=NC2=CC1)NC1=C(C(=C(C=C1)F)F)F